N1=CNC2=C1C=C(S2)C(=O)O 3H-thieno[2,3-d]imidazole-5-carboxylic acid